Ethyl (Z)-2-(4-(2-fluorobenzyl)-2-((4-methylcyclohexyl)imino)-5-oxo-2,5-dihydro furan-3-yl)acetate FC1=C(CC2=C(/C(/OC2=O)=N/C2CCC(CC2)C)CC(=O)OCC)C=CC=C1